3-bromo-2-((4-chlorobenzyl)oxy)benzaldehyde BrC=1C(=C(C=O)C=CC1)OCC1=CC=C(C=C1)Cl